FC=1C=C(C=CC1F)N1N=C(C(=C1)C=O)C1=CC=C(C=C1)F 1-(3,4-difluorophenyl)-3-(4-fluorophenyl)-1H-pyrazole-4-carbaldehyde